C1(=CC=CC=C1)C1=NC2=C(N1OP(OCC)(OCC)=O)C=CC=C2 phosphoric acid diethyl ester 2-phenylbenzimidazol-1-yl ester